O1CCC(C2CC=CC=C12)=O 4-dihydro-chromanone